C(C)(C)O (isopropyl)Alcohol